CS(=O)(=O)C[C@@H]1[C@H](N(C1)C=1C=CC=C2C=CN=CC12)C 8-[(2R,3S)-3-(methanesulfonyl-methyl)-2-methylazetidin-1-yl]isoquinolin